COC1=CC(=C(NCCCN(C(OC(C)(C)C)=O)C)C=C1)[N+](=O)[O-] tert-butyl N-[3-(4-methoxy-2-nitro-anilino)propyl]-N-methyl-carbamate